S(C)(=O)(=O)O.C(C1=CC=CC=C1)(=O)O benzoic acid mesylate